N-(2,2-difluoroethyl)-2-((2r,5s)-2,5-dimethylpiperazin-1-yl)-2-(4-fluorophenyl)acetamide Methyl-1-((1-(tert-butoxy)-2-methyl-1-oxopropan-2-yl)sulfonyl)cyclopropanecarboxylate COC(=O)C1(CC1)S(=O)(=O)C(C(=O)OC(C)(C)C)(C)C.FC(CNC(C(C1=CC=C(C=C1)F)N1[C@@H](CN[C@H](C1)C)C)=O)F